N,N'-bis-(1-naphthalenyl)-N,N'-bis(phenyl)-1,1'-biphenyl-4,4'-diamine C1(=CC=CC2=CC=CC=C12)N(C1=CC=C(C=C1)C1=CC=C(C=C1)N(C1=CC=CC=C1)C1=CC=CC2=CC=CC=C12)C1=CC=CC=C1